C(C)(C)(C)C1=C2C=CC=NC2=C(C(=C1)C(NC(CCC)=O)C1=CC(=CC=C1)OCCCCCCCNC1=C2C(N(C(C2=CC=C1)=O)C1C(NC(CC1)=O)=O)=O)O N-((5-(tert-butyl)-8-hydroxyquinolin-7-yl)(3-((7-((2-(2,6-dioxopiperidin-3-yl)-1,3-dioxoisoindolin-4-yl)amino)-heptyl)oxy)phenyl)-methyl)butyramide